[Fe](Cl)Cl.C(C)(C)(C)C1=C(C=CC=C1)N=C(C)C1=NC(=CC=C1)C(C)=NC1=C(C=CC=C1)C(C)(C)C 2,6-bis[1-(2-tert-butylphenylimino)ethyl]pyridine iron (II) dichloride